OC[C@H](CC1=CC=C(C=C1)C(F)(F)F)NC(OC(C)(C)C)=O tert-butyl (S)-(1-hydroxy-3-(4-(trifluoromethyl)phenyl)propan-2-yl)carbamate